3,4-difluoropyrrolidine-1-sulfonamide FC1CN(CC1F)S(=O)(=O)N